6-(6-((Z)-((1R,4R,5R)-7,7-difluoro-4-methoxy-1-methyl-8-azabicyclo[3.2.1]octan-3-ylidene)methyl)-1,2,4-triazin-3-yl)isoquinolin-7-ol FC1(C[C@@H]2[C@@H](\C(\C[C@]1(N2)C)=C/C2=CN=C(N=N2)C=2C=C1C=CN=CC1=CC2O)OC)F